COC=1C=C(C=CC1OC)C1=CC=NC=2N1N=C(C2)C(=O)N2C[C@@H](CC2)O (R)-(7-(3,4-dimethoxyphenyl)pyrazolo[1,5-a]pyrimidin-2-yl)(3-hydroxypyrrolidin-1-yl)methanone